3-Amino-3-({1-methoxy-3-[(2-methylpropanoyl)oxy]-1-oxopropan-2-yl}carbamoyl)propanoic acid NC(CC(=O)O)C(NC(C(=O)OC)COC(C(C)C)=O)=O